C(CCCCC)C1C(OCC1)=O 3-hexyldihydro-furan-2-one